C(#N)C=1C=CC(=NC1)N1CCN(CC1)CC=1N=C(OC1)NC(=O)NCC 1-(4-((4-(5-cyanopyridin-2-yl)piperazin-1-yl)methyl)oxazol-2-yl)-3-ethylurea